(E)-N-hydroxy-6-(3-(4-(2-(pyridin-3-yl)vinyl)phenoxy)azetidine-1-yl)-[1,1'-biphenyl]-2-carboxamide ONC(=O)C=1C(=C(C=CC1)N1CC(C1)OC1=CC=C(C=C1)\C=C\C=1C=NC=CC1)C1=CC=CC=C1